NC1=NC=2C=C(C(=CC2C2=C1C=NN2C)C(=O)N([C@@H]2COC1=NC(=CC=C12)C(F)(F)F)C)Cl 4-amino-7-chloro-N,1-dimethyl-N-((3S)-6-(trifluoromethyl)-2,3-dihydrofuro[2,3-b]pyridin-3-yl)-1H-pyrazolo[4,3-c]quinoline-8-carboxamide